BrC=1C=CC(=NC1C(=O)OC(C)(C)C)N1CCC=2C=CN=C(C2C1)C(=O)OC methyl 7-(5-bromo-6-tert-butoxycarbonyl-2-pyridyl)-6,8-dihydro-5H-2,7-naphthyridine-1-carboxylate